4-[(Z)-4-(tert-butyldimethylsilyloxy)-2-butenyloxy]-2-hydroxy-3-methylbenzene [Si](C)(C)(C(C)(C)C)OC\C=C/COC1=C(C(=CC=C1)O)C